C(#N)C1=NN(C=2[C@H](CCCC12)OC12CC(C1)(C2)C(=O)OC)C2=CC(=C(C=C2)F)N[C@@H](C)C2=CC1=C(OC(O1)(F)F)C=C2 methyl 3-[[(7S)-3-cyano-1-[3-[[(1S)-1-(2,2-difluoro-1,3-benzodioxol-5-yl)ethyl]amino]-4-fluoro-phenyl]-4,5,6,7-tetrahydroindazol-7-yl]oxy]bicyclo[1.1.1]pentane-1-carboxylate